CC=1C=NC=CC1C=1OC=C(N1)C(=O)NC=1C=C2C(=NC1N1CCCCC1)N=C(O2)N2CCOCC2 2-(3-methylpyridin-4-yl)-N-(2-morpholino-5-(piperidin-1-yl)oxazolo[4,5-b]Pyridin-6-yl)oxazole-4-carboxamide